[Si](C)(C)(C(C)(C)C)NS(=O)(=O)C1=CN=C(S1)C(CO[Si](C)(C)C(C)(C)C)(C)O N-(tert-Butyldimethylsilyl)-2-(1-((tert-Butyldimethylsilyl)oxy)-2-hydroxypropan-2-yl)thiazole-5-sulfonamide